N1=CC=CC2=C(C=CC=C12)CNCCC(=O)N1CC2CCC(C1)N2C2=CC=C(C=N2)C#N 6-[3-(3-{[(quinolin-5-yl)methyl]amino}propanoyl)-3,8-diazabicyclo[3.2.1]octan-8-yl]pyridine-3-carbonitrile